1-(4-chloro-2-fluoro-5-(2-(methylamino)-8,9-dihydroimidazo[1',2':1,6]pyrido[2,3-d]pyrimidin-6-yl)phenyl)-3-(3,3-dimethylbutyl)urea hydrochloride Cl.ClC1=CC(=C(C=C1C1=CC2=C(N=C(N=C2)NC)N2C1=NCC2)NC(=O)NCCC(C)(C)C)F